(S)-N-(1-(7-chloroisochroman-5-yl)-3-(1,3-dioxan-2-yl)propyl)-2-methylpropane-2-sulfinamide ClC1=CC(=C2CCOCC2=C1)C(CCC1OCCCO1)N[S@@](=O)C(C)(C)C